FC(C=1C=CC=2N(N1)C(=CN2)C2=CC(=NC=N2)C=2C=C(C=CC2)C(C)O)F 1-(3-(6-(6-(Difluoromethyl)imidazo[1,2-b]pyridazin-3-yl)pyrimidin-4-yl)phenyl)ethan-1-ol